ClC1=CC=C(C=C1)N(C(=O)C1=NN(C(=C1)C)C1=CC=C(C=C1)Cl)C N-(4-chlorophenyl)-N-methyl-1-(4-chlorophenyl)-5-methyl-1H-pyrazole-3-carboxamide